N-(1-methyl-3-pyrrolidinyl)-6-[3-(4-mesyl-2-anisidino)-1-propynyl]-1-(2,2,2-trifluoroethyl)-1H-benzo[d]imidazole-4-carboxamide CN1CC(CC1)NC(=O)C1=CC(=CC=2N(C=NC21)CC(F)(F)F)C#CCNC=2C(OC)=CC=C(C2)S(=O)(=O)C